[Ca].[Co] Cobalt calcium